2-(azepan-1-yl)-N-(3-pyrrolidin-1-yl-sulfonylphenyl)-5-(trifluoromethyl)-pyridine-3-carboxamide N1(CCCCCC1)C1=NC=C(C=C1C(=O)NC1=CC(=CC=C1)S(=O)(=O)N1CCCC1)C(F)(F)F